7-((3S,4S)-4-((4-chlorophenyl)amino)-3-methyl-piperidin-1-yl)-2,4-dimethyl-5-oxo-4,5-dihydrothiazolo[5,4-b]pyridine-6-carbonitrile ClC1=CC=C(C=C1)N[C@@H]1[C@H](CN(CC1)C=1C2=C(N(C(C1C#N)=O)C)SC(=N2)C)C